C(C1=CC=CC=C1)OC(N[C@@H](CC(C)C)C(NN(C(C(C1=CC=CC=C1)Cl)=O)CCC(=O)N)=O)=O N-[(1S)-1-[[(3-amino-3-oxo-propyl)-(2-chloro-2-phenyl-acetyl)amino]carbamoyl]-3-methyl-butyl]carbamic acid benzyl ester